1-((3-(3-(tert-butyldimethylsilyloxy)cyclobutyl)-1,2,4-oxadiazol-5-yl)methyl)-7-methyl-1H-purin-6(7H)-one [Si](C)(C)(C(C)(C)C)OC1CC(C1)C1=NOC(=N1)CN1C=NC=2N=CN(C2C1=O)C